COC(=O)C=1C(N(C2=CC(=CC=C2C1N)C(F)(F)F)C=1C=C2CCC(C2=CC1)O)=O 4-amino-1-(1-hydroxy-2,3-dihydro-1H-inden-5-yl)-2-oxo-7-(trifluoromethyl)-1,2-dihydroquinoline-3-carboxylic acid methyl ester